FC(CC=1NCCCN1)(F)F 2-(2,2,2-trifluoroethyl)-1,4,5,6-tetrahydropyrimidine